tert-butyl N-[3-bromo-4-[[4-(trifluoromethyl)-2-pyridyl]amino]phenyl]sulfonylcarbamate BrC=1C=C(C=CC1NC1=NC=CC(=C1)C(F)(F)F)S(=O)(=O)NC(OC(C)(C)C)=O